(4-(aminomethyl)-1-(2-oxo-2-(phenylamino) ethyl) piperidin-4-yl) methylbenzoate CC1=C(C(=O)OC2(CCN(CC2)CC(NC2=CC=CC=C2)=O)CN)C=CC=C1